(2R)-N-[4-(3-anilino-5,7-dimethyl-4-oxo-4,5-dihydro-1H-pyrrolo[3,2-c]pyridin-2-yl)pyridin-2-yl]-4,4-difluoro-2-(4-fluorophenyl)butanamide N(C1=CC=CC=C1)C1=C(NC2=C1C(N(C=C2C)C)=O)C2=CC(=NC=C2)NC([C@H](CC(F)F)C2=CC=C(C=C2)F)=O